CSCCN 2-(methylthio)ethanamine